Diethyl 4-iodo-1H-pyrazole-3,5-dicarboxylate IC=1C(=NNC1C(=O)OCC)C(=O)OCC